tert-butyl 3-([1,3]dioxolo[4,5-b]pyridin-6-ylamino)propanoate O1COC2=NC=C(C=C21)NCCC(=O)OC(C)(C)C